C12COCC(N1C=1SC3=C(N1)C=CC(=C3C(=O)NC3=C(C(=O)O)C=C(C=C3)F)OC)C2 2-(2-(3-Oxa-6-azabicyclo[3.1.1]heptan-6-yl)-6-methoxybenzo[d]thiazole-7-carboxamido)-5-fluorobenzoic acid